NC1=NN2C(N=C(C=C2)C=2C=C3CN(C(C3=C(C2)S(=O)(=O)C)=O)[C@@H](C)C2CC2)=C1C(=O)NC1CC1 2-amino-N-cyclopropyl-5-{2-[(1S)-1-cyclopropylethyl]-7-methanesulfonyl-1-oxo-2,3-dihydro-1H-isoindol-5-yl}pyrazolo[1,5-a]pyrimidine-3-carboxamide